N-(4-(4-amino-2,7-dimethyl-7H-pyrrolo[2,3-d]pyrimidin-5-yl)-3-chlorophenyl)-2-hydroxy-2-(m-tolyl)acetamide NC=1C2=C(N=C(N1)C)N(C=C2C2=C(C=C(C=C2)NC(C(C=2C=C(C=CC2)C)O)=O)Cl)C